2-bromo-4-chloro-benzoic acid BrC1=C(C(=O)O)C=CC(=C1)Cl